[N+](=[N-])=C(C(=O)OC(C)(C)C)C(=O)[O-] t-butyl diazomalonate